4-(morpholinomethyl)isoindoline-2-carboxylic acid tert-butyl ester C(C)(C)(C)OC(=O)N1CC2=CC=CC(=C2C1)CN1CCOCC1